2-((((9H-Fluoren-9-yl)methoxy)carbonyl)(methyl)amino)-3-(3-methoxyphenyl)propanoic acid C1=CC=CC=2C3=CC=CC=C3C(C12)COC(=O)N(C(C(=O)O)CC1=CC(=CC=C1)OC)C